O=C1C(C2CC2C1=O)=O 3-oxobicyclo[3.1.0]hexane-2,4-dione